butyl 6-(hydroxymethyl)-3,4-dihydroisoquinoline-2(1H)-carboxylate OCC=1C=C2CCN(CC2=CC1)C(=O)OCCCC